FC(C1=CC=C(C=C1)N1C(C=2N([C@H](C1)C)N=CC2C=2C=CC=1N(C2)C=CN1)=O)F (7S)-5-[4-(Difluoromethyl)phenyl]-3-(imidazo[1,2-a]pyridin-6-yl)-7-methyl-6,7-dihydropyrazolo-[1,5-a]pyrazin-4(5H)-on